N1(CCCCC1)C1=NN=CC2=C(C=CC=C12)C=1C=NN(C1)COCC[Si](C)(C)C 1-(piperidin-1-yl)-5-(1-[[2-(trimethylsilyl)ethoxy]methyl]pyrazol-4-yl)phthalazine